tert-butyl 4-(5-((2R,5S)-1-(2-((5-carbamoyl-6-methoxypyridin-3-yl)amino)-2-oxoacetyl)-5-methylpiperidin-2-yl)benzo[d]thiazol-2-yl)piperidine-1-carboxylate C(N)(=O)C=1C=C(C=NC1OC)NC(C(=O)N1[C@H](CC[C@@H](C1)C)C=1C=CC2=C(N=C(S2)C2CCN(CC2)C(=O)OC(C)(C)C)C1)=O